(2s,4s)-4-amino-2-methylpiperidine-1-carboxylic acid tert-butyl ester C(C)(C)(C)OC(=O)N1[C@H](C[C@H](CC1)N)C